C(C)N1C[C@@H](CCC1)NC1=NN2C(N=C(C=C2)C2=C(C=C(C=C2C)C(F)(F)F)O)=N1 (R)-2-(2-((1-ethylpiperidin-3-yl)amino)-[1,2,4]triazolo[1,5-a]pyrimidin-5-yl)-3-methyl-5-(trifluoromethyl)phenol